3-(2-(4,4-difluoropiperidine-1-carbonyl)benzo[b]thiophen-7-yl)-5,6-dihydro-7H-pyrrolo[3,4-b]pyridin-7-one FC1(CCN(CC1)C(=O)C1=CC2=C(S1)C(=CC=C2)C=2C=C1C(=NC2)C(NC1)=O)F